CC1(N(C(CC(C1)OC(CCCCCCCCC(=O)OC1CC(N(C(C1)(C)C)OCCCCCCCC)(C)C)=O)(C)C)OCCCCCCCC)C decanedioic acid bis(2,2,6,6-tetramethyl-1-(octyloxy)-4-piperidyl)ester